tert-butyl (cyclobutylmethyl)((3R)-1-(1-(1-(1-(5-methoxypyridin-3-yl)-1H-pyrazol-4-yl)ethyl)-2-oxo-1,2-dihydropyridin-4-yl)piperidin-3-yl)carbamate C1(CCC1)CN(C(OC(C)(C)C)=O)[C@H]1CN(CCC1)C1=CC(N(C=C1)C(C)C=1C=NN(C1)C=1C=NC=C(C1)OC)=O